4-(6-((1R,4R)-5-phenyl-2,5-diazabicyclo[2.2.1]heptan-2-yl)pyrimidin-4-yl)morpholine C1(=CC=CC=C1)N1[C@H]2CN([C@@H](C1)C2)C2=CC(=NC=N2)N2CCOCC2